ClC1=CC(=C(C=C1)C1=CC(=NC(=N1)N1C[C@@H](OCC1)C=1C=NN(C1)C)C(=O)OC)F methyl 6-(4-chloro-2-fluoro-phenyl)-2-[(2S)-2-(1-methylpyrazol-4-yl)morpholin-4-yl]pyrimidine-4-carboxylate